ClC1=NC=C(C(=N1)C=1C=C2C(=NC1)C=NN2CC)F 6-(2-chloro-5-fluoropyrimidin-4-yl)-1-ethyl-1H-pyrazolo[4,3-b]pyridine